C(C)(C)(C)[S@@](=O)N[C@@H]1CC2=CC=CC=C2C12CCNCC2 (R)-2-(((R)-tert-butylsulfinyl)amino)-2,3-dihydrospiro[indene-1,4'-piperidine]